lithium sulfuryl chloride S(=O)(=O)(Cl)Cl.[Li]